CC1=C(CNC=2C=3N(C=C(C2)NC(CCCCC(=O)O)=O)C(=C(N3)C)C)C(=CC=C1)C 3-(3-((8-((2,6-dimethylbenzyl)amino)-2,3-dimethylimidazo[1,2-a]pyridin-6-yl)amino)-3-oxopropyl)propanoic acid